ClC1=CC=C2C(=C(NC2=C1F)C1CCCCC1)C=O 6-CHLORO-2-CYCLOHEXYL-7-FLUORO-1H-INDOLE-3-CARBOXALDEHYDE